2,2-dimethyl-4-hydroxymethyl-1,3-dioxolane CC1(OCC(O1)CO)C